Cholest-5,7,24-trien-3-ol CC(C)=CCC[C@@H](C)[C@H]1CC[C@H]2C3=CC=C4CC(CC[C@]4(C)[C@H]3CC[C@]12C)O